ClC=1C(=NC=C(C1)C=O)C1S\C(\SC1)=C(/C#N)\N1C=NC=C1 (E)-2-{4-[3-Chloro-5-(oxomethyl)pyridin-2-yl]-1,3-dithiolan-2-ylidene}-2-(1H-imidazol-1-yl)acetonitrile